1-benzyl-4-(4-methoxyphenyl)-1H-1,2,3-triazole C(C1=CC=CC=C1)N1N=NC(=C1)C1=CC=C(C=C1)OC